ClC1=C(C=CC=C1C1=C(C(=NC=C1)Cl)Cl)NC(=O)C1=NC=C(C=C1)C(OC)OC N-[2-chloro-3-(2,3-dichloro-4-pyridyl)phenyl]-5-(dimethoxymethyl)pyridine-2-carboxamide